CCCCCCCCCCCCCCCCCCCCCC(=O)O[C@H](COC(=O)CCCCCCC/C=C\C/C=C\CCCC)COP(=O)(O)OC[C@H](CO)O 1-(9Z,12Z-heptadecadienoyl)-2-docosanoyl-glycero-3-phospho-(1'-sn-glycerol)